OC1CC(C1)C(=O)N1CC=2NC(=NC2C1)C1=NC=CC(=C1)C=1C(=NNC1)C1=NC(=CC=C1)C (3-Hydroxycyclobutyl)(2-(4-(3-(6-methylpyridin-2-yl)-1H-pyrazol-4-yl)pyridin-2-yl)-4,6-dihydropyrrolo[3,4-d]imidazol-5(1H)-yl)ketone